ethyl 3-(2-ethoxy-2-oxoethyl)-5-methoxy-1H-indole-2-carboxylate C(C)OC(CC1=C(NC2=CC=C(C=C12)OC)C(=O)OCC)=O